4-((2-amino-6-(trifluoromethyl)phenyl)amino)piperazine sodium [Na].NC1=C(C(=CC=C1)C(F)(F)F)NN1CCNCC1